COC1=CC=C2C(=CN(C2=C1)CCCOC)C=1SC=C(N1)C1=C(N(C2=CC=C(C=C12)OC)CCCOC)C 2-(6-methoxy-1-(3-methoxypropyl)-1H-indol-3-yl)-4-(5-methoxy-1-(3-methoxypropyl)-2-methyl-1H-indol-3-yl)thiazole